C[Si](C)(C)C#CC=1C=C(SC1)C=O 4-((trimethylsilyl)ethynyl)thiophene-2-carbaldehyde